N-(4-(4-amino-7-(1-isobutyrylpiperidin-4-yl)quinazolin-5-yl)phenyl)-1-isopropyl-2,4-dioxo-3-(pyridin-2-yl)-1,2,3,4-tetrahydropyrimidine-5-carboxamide 2,2,2-trifluoroacetate FC(C(=O)O)(F)F.NC1=NC=NC2=CC(=CC(=C12)C1=CC=C(C=C1)NC(=O)C=1C(N(C(N(C1)C(C)C)=O)C1=NC=CC=C1)=O)C1CCN(CC1)C(C(C)C)=O